CC1=NC(=CC=C1C=1C(=C(C(=C(C1C1=CC=CC=2N(C3=CC=CC=C3C12)C1=CC=CC=C1)C1=CC=CC=2N(C3=CC=CC=C3C12)C1=CC=CC=C1)C1=CC=C(C=C1)N1C2=CC=CC=C2C=2C=C(C=CC12)C1=CC=CC=C1)C#N)C1=CC=CC=2N(C3=CC=CC=C3C12)C1=CC=CC=C1)C 4-(2,6-dimethylpyridin-3-yl)-3,5,6-tris(9-phenyl-9H-carbazol-4-yl)-4'-(3-phenyl-9H-carbazol-9-yl)-[1,1'-biphenyl]-2-carbonitrile